2-methyl-2H-indazol-7-carbonitril CN1N=C2C(=CC=CC2=C1)C#N